3-{3-Methyl-2-oxo-4-[4-(piperidin-4-yl)piperazin-1-yl]-1,3-benzodiazol-1-yl}piperidine-2,6-dione CN1C(N(C2=C1C(=CC=C2)N2CCN(CC2)C2CCNCC2)C2C(NC(CC2)=O)=O)=O